1-phenyl-3-(2,6-dimethoxystyryl)-5-(2,6-dimethoxystyryl)-pyrazoline C1(=CC=CC=C1)N1NC(=CC1C=CC1=C(C=CC=C1OC)OC)C=CC1=C(C=CC=C1OC)OC